4-tertbutyl-benzyl mercaptan C(C)(C)(C)C1=CC=C(CS)C=C1